3-(4-fluorophenyl)-1-(3-methoxypropyl)-2,4-dioxo-1,2,3,4-tetrahydropyrimidine-5-carboxylic acid ethyl ester C(C)OC(=O)C=1C(N(C(N(C1)CCCOC)=O)C1=CC=C(C=C1)F)=O